trimethyltris(3,3,3-trifluoropropyl)cyclotrisilazane C[SiH]1N([SiH](N([SiH](N1CCC(F)(F)F)C)CCC(F)(F)F)C)CCC(F)(F)F